ClC=1C=C(C=CC1)C=1C=CC=NC1OC 5-(3-Chlorophenyl)-6-methoxypyridin